The molecule is a glutamic semialdehyde that is L-glutamic 5-semialdehyde substituted by a hydroxy group at position 4. It has a role as a Saccharomyces cerevisiae metabolite, a mouse metabolite and a human metabolite. It derives from a L-glutamic 5-semialdehyde. It is a tautomer of a L-4-hydroxyglutamate semialdehyde zwitterion. C([C@H](C=O)O)[C@@H](C(=O)O)N